C(#N)C1=CN(C=C1)C1=CC=C(CN2N=CC(=C2)C(=O)OCC)C=C1 ethyl 1-(4-(3-cyano-1H-pyrrol-1-yl)benzyl)-1H-pyrazole-4-carboxylate